ClC1=CC2=C(N=C(O2)C)C=C1CN1OCC(C1=O)(C)C 2-[(6-chloro-2-methyl-1,3-benzooxazol-5-yl)methyl]-4,4-dimethyl-isoxazolidin-3-one